(1R,5R)-1-(5-fluoro-2-methoxyphenyl)-2-azabicyclo[3.1.0]Hexane-3-one FC=1C=CC(=C(C1)[C@@]12NC(C[C@H]2C1)=O)OC